1-cyclopropyl-indole-5-sulfonamide C1(CC1)N1C=CC2=CC(=CC=C12)S(=O)(=O)N